C1(=CC=CC=C1)NC1=CC=C(C=C1)C=1OC2=NC=CC=C2N1 phenyl-4-(oxazolo[5,4-b]pyridin-2-yl)phenylamine